FC=1C(=C(C=CC1F)[C@H]1[C@@H](O[C@]([C@H]1C)(C(F)(F)F)C)C(=O)NC=1C=NC(=CC1)[C@@H](CNC(C)(C)C)O)OC([2H])([2H])[2H] (2R,3S,4S,5R)-3-(3,4-difluoro-2-(methoxy-d3)phenyl)-N-(6-((R)-2-(tert-butylamino)-1-hydroxyethyl)pyridin-3-yl)-4,5-dimethyl-5-(trifluoromethyl)tetrahydrofuran-2-carboxamide